N1NC(NC1=O)=O 1,2,4-triazolidine-3,5-dione